CC(CC)(C)C1=C(C=CC(=C1)C(CC)(C)C)OP([O-])[O-] 2,4-bis(1,1-dimethylpropyl)phenylphosphit